ClC1=CC(=C(C(=O)N2CCC3(C(N4[C@H](O3)CC[C@H]4C4=CC(=CC(=C4)F)F)=O)CC2)C=C1)F (5'S,7a'R)-1-(4-chloro-2-fluorobenzoyl)-5'-(3,5-difluorophenyl)tetrahydro-3'H-spiro[piperidine-4,2'-pyrrolo[2,1-b]oxazol]-3'-one